O1C(=NC2=C1C=CC=C2)C2=C(C=C(C=C2)OC)O 2-(benzo[d]oxazol-2-yl)-5-methoxyphenol